1-vinylimidazole bromine salt [Br].C(=C)N1C=NC=C1